C1(CC1)N1C=C(C(C2=CC=C(C(=C12)OC)F)=C=O)C(=O)OB1OC(C(O1)=C=O)=C=O 4,5-dicarbonyl-1,3,2-dioxaborolan-2-yl 1-cyclopropyl-7-fluoro-8-methoxy-4-carbonyl-1,4-dihydroquinoline-3-carboxylate